(phenyl)-9-anthraceneboronic acid C1(=CC=CC=C1)C1=CC=CC2=CC3=CC=CC=C3C(=C12)B(O)O